5-amino-3-[(1R)-1,2,3,4-tetrahydronaphthalen-1-ylamino]-1,2,4-triazine-6-carboxylic acid NC=1N=C(N=NC1C(=O)O)N[C@@H]1CCCC2=CC=CC=C12